C(CCC)C1=C(C(=CC=C1C)CCCC)O 2,6-di-butyl-3-methylphenol